4-chloro-6-cyclopropoxybenzonitrile ClC1=CC=C(C#N)C(=C1)OC1CC1